The molecule is an N-glycosyl-1,3,5-triazine that is 4-amino-1,3,5-triazin-2(1H)-one substituted by a beta-D-ribofuranosyl residue via an N-glycosidic linkage. An antineoplastic agent, it is used in the treatment of myeloid leukaemia. It has a role as an antineoplastic agent. It is a N-glycosyl-1,3,5-triazine and a nucleoside analogue. It derives from a beta-D-ribose. C1=NC(=NC(=O)N1[C@H]2[C@@H]([C@@H]([C@H](O2)CO)O)O)N